ClC1=CC(=C(CN2C=CC3=CC=C(C=C23)C2=CCN(CC2)CC2=NC3=C(N2C[C@H]2OCC2)C=C(C=C3)C(=O)O)C=C1)F (S)-2-((4-(1-(4-chloro-2-fluorobenzyl)-1H-indol-6-yl)-5,6-dihydropyridin-1(2H)-yl)methyl)-1-(oxetan-2-ylmethyl)-1H-benzo[d]imidazole-6-carboxylic acid